ClC=1C(=C(C(=CC1F)[N+](=O)[O-])N)F 3-chloro-2,4-difluoro-6-nitrophenylamine